[N+](=O)([O-])C1=CC=C(C=C1)OC(CCCCCO[N+](=O)[O-])=O (4-nitrophenyl)-6-nitrooxycaproate